FC1(C=2N(CCC1)N=C(C2)NC(C2=CC(=C(C=C2)C)C#CC=2C=NC=NC2)=O)F N-(4,4-difluoro-6,7-dihydro-5H-pyrazolo[1,5-a]pyridin-2-yl)-4-methyl-3-(2-pyrimidin-5-ylethynyl)benzamide